Vanillyl butyl ether C(CCC)OCC1=CC(OC)=C(O)C=C1